FC1=CC=C(CCC2=NC(=C(C(=O)N)C(=C2C=2OC(=NN2)C)C2=CC=3C(=C(N=CC3)NCC3=NC=CC=C3)S2)CC(C)C)C=C1 6-(4-fluorophenethyl)-2-isobutyl-5-(5-methyl-1,3,4-oxadiazol-2-yl)-4-(7-((pyridin-2-ylmethyl)amino)thieno[2,3-c]pyridin-2-yl)nicotinamide